N-[2-(1H-indol-3-yl)ethyl]-N-propan-2-ylpropan-1-amine N1C=C(C2=CC=CC=C12)CCN(CCC)C(C)C